5-hydroxy-3-[2-({[4-({[3-(6-hydroxy-3-oxo-1,3-dihydro-2-benzofuran-1-yl)-1H-indol-2-yl]methyl}amino)butyl]amino}methyl)-1H-indol-3-yl]-1,3-dihydro-2-benzofuran-1-one OC1=CC2=C(C(OC2C2=C(NC3=CC=CC=C23)CNCCCCNCC=2NC3=CC=CC=C3C2C2OC(C3=C2C=C(C=C3)O)=O)=O)C=C1